C1(CC1)C=1NC(=NN1)C1CC2(CN(C2)C(=O)N2CC(C2)C2CN(C2)CC2=CC=C(C=C2)C(F)(F)F)C1 [6-(5-cyclopropyl-4H-1,2,4-triazol-3-yl)-2-azaspiro[3.3]heptan-2-yl]-[3-[1-[[4-(trifluoromethyl)phenyl]methyl]azetidin-3-yl]azetidin-1-yl]methanone